5-chloro-2-(6-methyl-5-((tetrahydro-2H-pyran-2-yl)oxy)pyridin-2-yl)thiophene-3-carbaldehyde ClC1=CC(=C(S1)C1=NC(=C(C=C1)OC1OCCCC1)C)C=O